C(#N)C=1C=C(C=C2CC(CC12)C=O)OCC=1N=CN(C1)C(=O)OC(C)(C)C tert-Butyl 4-[(7-cyano-2-formyl-2,3-dihydro-1H-inden-5-yl)oxymethyl]imidazole-1-carboxylate